(8E)-8,10-undecadienal C(CCCCCC\C=C\C=C)=O